ClC=1C=C2C=C(C=NC2=NC1)N 6-chloro-1,8-naphthyridin-3-amine